O[C@@H]1C([C@@](C1)(C)CN(S(=O)(=O)C1=CC=C(C=C1)C)C)(C)C N-(((1S,3S)-3-Hydroxy-1,2,2-trimethylcyclobutyl)methyl)-N,4-dimethylbenzenesulfonamide